Cl.ClCC(CNC(C)(C)C)O 1-chloro-3-[(2-methyl-2-propyl)amino]-2-propanol hydrochloride